C(C)OC(C(=C)C)=O.Cl[N+](C)(C)C chlorotrimethyl-ammonium ethylmethacrylate